Racemic-(R)-6-((2,2-dimethyltetrahydro-2H-pyran-4-yl)oxy)quinoline-4-carboxylic acid CC1(OCC[C@H](C1)OC=1C=C2C(=CC=NC2=CC1)C(=O)O)C |r|